O=C1NC(CCC1NC1=CC(=C(C=C1)N1CC(CC1)CC(=O)OC(C)(C)C)F)=O tert-butyl 2-[1-[4-[(2,6-dioxo-3-piperidyl)amino]-2-fluoro-phenyl]pyrrolidin-3-yl]acetate